CC=1C=C(C2=C(C=C(O2)CNC(=O)C=2C=NN3C2N=CC=C3)C1)CC(=O)O 2-(5-Methyl-2-((pyrazolo[1,5-a]pyrimidine-3-carboxamido)methyl)benzofuran-7-yl)acetic acid